ClC1=CC=C(C=C1)C1=CC=CC(=N1)C1=NC=CC=C1 6-(4-chlorophenyl)-2,2'-bipyridine